C(C1=CC=CC=C1)(=O)C1=CC(CC2=C(N1)C=CC(=C2)Br)=O 2-benzoyl-7-bromo-1,5-dihydro-4H-benzo[b]azepine-4-One